perfluorooctyltrimethylchlorosilane FC([Si](Cl)(C(F)(F)F)C(F)(F)F)(C(C(C(C(C(C(C(C(F)(F)F)(F)F)(F)F)(F)F)(F)F)(F)F)(F)F)(F)F)F